3,3'-iminobis[1-(4-vinylbenzyl)-5-p-tolyl-1H-1,2,4-triazole] N(C1=NN(C(=N1)C1=CC=C(C=C1)C)CC1=CC=C(C=C1)C=C)C1=NN(C(=N1)C1=CC=C(C=C1)C)CC1=CC=C(C=C1)C=C